(S)-4-((2-oxaspiro[3.3]heptan-5-yl)amino)-3-methoxy-N-(5-(5-methyl-1H-pyrazol-1-yl)-1,3,4-thiadiazol-2-yl)-2-oxo-2H-pyran-6-carboxamide C1OCC12[C@H](CC2)NC2=C(C(OC(=C2)C(=O)NC=2SC(=NN2)N2N=CC=C2C)=O)OC